(4-(2-(((2-aminoethyl)-(methyl)amino)methyl)-5,5-difluoro-5,6-dihydro-4H-pyrrolo[1,2-b]pyrazol-3-yl)-1-(ethoxymethyl)-cyclohexyl)methanol NCCN(C)CC=1C(=C2N(N1)CC(C2)(F)F)C2CCC(CC2)(COCC)CO